[N].ClC1=CC(=C2C(=N1)C=CN2)CO (5-chloro-1H-pyrrolo[3,2-b]pyridin-7-yl)methanol nitrogen